C(C)(C)(C)OC(=O)C=1NC2=CC=CC(=C2C1)NC([C@H](CC1=CC=C(C=C1)N1C(CN(CC1)C1CCC(CC1)OC)=O)N)=O (S)-4-(2-amino-3-(4-(4-(4-methoxycyclohexyl)-2-oxopiperazin-1-yl)phenyl)propanamido)-1H-indole-2-carboxylic acid tert-butyl ester